5-[2-[[2-(9H-fluoren-9-ylmethoxycarbonylamino)acetyl]amino]thiazol-4-yl]-3,6-dihydro-2H-pyridine-1-carboxylate C1=CC=CC=2C3=CC=CC=C3C(C12)COC(=O)NCC(=O)NC=1SC=C(N1)C1=CCCN(C1)C(=O)[O-]